BrC1=CC(=C(C=C1)C1CC(C1)(F)F)F 4-bromo-1-(3,3-difluorocyclobutyl)-2-fluorobenzene